ClC(=O)OC1CN(C1)C(=O)OC(C)(C)C tert-butyl 3-[(chlorocarbonyl)oxy]azetidine-1-carboxylate